N-(4-(5,7-dimethyl-1-oxo-6-phenyl-1H-pyrrolo[3,4-d]pyridazin-2(6H)-yl)benzyl)acetamide CC=1N(C(=C2C(N(N=CC21)C2=CC=C(CNC(C)=O)C=C2)=O)C)C2=CC=CC=C2